O[C@@H](CN1C[C@H]2CCCC[C@H]2C[C@H]1C(=O)N)CN[C@@H](CO)C1=CC=C(C=C1)Cl (3S,4aS,8aS)-2-{(R)-2-hydroxy-3-[(R)-1-(4-chlorophenyl)-2-hydroxyethylamino]propyl}decahydroisoquinoline-3-carboxamide